C1=C2C(=CC=C1)NN1C2=NC2=CC=CC=C2C1=O indazolo[3,2-b]quinazol-7(5H)-one